CC1=C(C(=O)[SiH3])C(=CC(=C1)C)C (2,4,6-trimethylbenzoyl)silane